(((bis(benzyloxy)phosphoryl)oxy)methoxycarbonyl)-N-((2-((chlorocarbonyl)(methyl)amino)pyridin-3-yl)methyl)glycinate C(C1=CC=CC=C1)OP(=O)(OCC1=CC=CC=C1)OCOC(=O)N(CC(=O)[O-])CC=1C(=NC=CC1)N(C)C(=O)Cl